C(C1=CC=CC=C1)OC1CC(C1)(CC1OC1)NS(=O)(=O)C(C)(C)C N-(3-(benzyloxy)-1-(oxiran-2-ylmethyl)cyclobutyl)-2-methylpropane-2-sulfonamide